[N-(methoxycarbonyl)carbamoyl]methyl methyl (2E)-but-2-ene-1,4-dioate C(\C=C\C(=O)OC)(=O)OCC(NC(=O)OC)=O